C1NCC12CC(C2)OC2=CC(=C(C=C2)C=2C=C1C(=CC=NC1=CC2)NC=2C=CC1=C(N=CS1)C2)F N-(6-(4-((2-azaspiro[3.3]heptan-6-yl)oxy)-2-fluorophenyl)quinolin-4-yl)benzo[d]thiazol-5-amine